(3S,4R)-4-((5-chloro-4-(1-methyl-3H-pyrazolo[3,4-c]quinolin-8-yl)pyrimidin-2-yl)amino)tetrahydro-2H-pyran-3-ol ClC=1C(=NC(=NC1)N[C@H]1[C@@H](COCC1)O)C1=CC=2C3=C(C=NC2C=C1)NN=C3C